2-methylpropan-2-yl 4-hydroxy-4-methylazepane-1-carboxylate OC1(CCN(CCC1)C(=O)OC(C)(C)C)C